2-(3-acetyl-5-(2-methylpyrimidin-5-yl)-1H-indazol-1-yl)-1-((2S,4R)-4-fluoro-2-(3-(trifluoromethyl)-5,6,7,8-tetrahydro-[1,2,4]triazolo[4,3-a]pyrazine-7-carbonyl)pyrrolidin-1-yl)ethanone C(C)(=O)C1=NN(C2=CC=C(C=C12)C=1C=NC(=NC1)C)CC(=O)N1[C@@H](C[C@H](C1)F)C(=O)N1CC=2N(CC1)C(=NN2)C(F)(F)F